O1CCC(CC1)N1C(C2=C3C(C=CC3=C3C(C=C2)=CC=NN3)=N1)=O 4-(tetrahydro-2H-pyran-4-yl)-4,11-dihydro-5H-3,4,10,11-tetraazadibenzo[cd,h]azulen-5-one